3-cyclopropyl-8-fluoro-5-isobutyryl-N-[6-(4-isopropyl-4H-1,2,4-triazol-3-yl)pyridin-2-yl]-5,6-dihydro-4H-benzo[f]imidazo[1,5-a][1,4]diazepine-9-carboxamide C1(CC1)C=1N=CN2C1CN(CC1=C2C=C(C(=C1)F)C(=O)NC1=NC(=CC=C1)C1=NN=CN1C(C)C)C(C(C)C)=O